5-(2,7-dimethyl-2H-pyrazolo[4,3-b]pyridin-5-yl)-2-(6-(1-(tetrahydro-2H-pyran-4-yl)azetidin-3-yl)pyridazin-3-yl)phenylphenol hydrochloride Cl.CN1N=C2C(N=C(C=C2C)C=2C=CC(=C(C2)C2=C(C=CC=C2)O)C=2N=NC(=CC2)C2CN(C2)C2CCOCC2)=C1